C[C@]12CC[C@H]3[C@H]([C@@H]1CC[C@@H]2O)CCC4=CC(=O)C=C[C@]34C The molecule is an 3-oxo-Delta(1),Delta(4)-steroid substituted by an oxo group at position 3 and a beta-hydroxy group at position 17. It is an anabolic androgenic steroid that has been developed for veterinary use. It is a 17beta-hydroxy steroid, an anabolic androgenic steroid and a 3-oxo-Delta(1),Delta(4)-steroid.